NC=1C(=CC2=CC(=CC=C2C1)S(=O)(=O)[O-])S(=O)(=O)[O-].[Na+].[Na+] sodium 3-AMINO-2,7-naphthalenedisulfonate